FC1=C(C=CC(=C1)C(F)(F)F)C1=NC=C(C(=N1)N1CC(CC1)CNC(OC(C)(C)C)=O)CNC(NC1=CC=CC=C1)=O tert-butyl N-[[1-[2-[2-fluoro-4-(trifluoromethyl)phenyl]-5-[(phenylcarbamoylamino)methyl] pyrimidin-4-yl] pyrrolidin-3-yl]methyl]carbamate